2,6-bis(4'-diethylaminobenzyl)cyclohexanone 2,2,6,6-tetramethylpiperidin-1-yl-(2-ethylhexyl)carbamate CC1(N(C(CCC1)(C)C)N(C(O)=O)CC(CCCC)CC)C.C(C)N(C1=CC=C(CC2C(C(CCC2)CC2=CC=C(C=C2)N(CC)CC)=O)C=C1)CC